1-((3S,4R)-4-(4-cyanophenyl)-1-(2-methoxyethyl)pyrrolidin-3-yl)-3-(1',4-dimethyl-1-phenyl-1H,1'H-[3,4'-bipyrazol]-5-yl)urea C(#N)C1=CC=C(C=C1)[C@H]1[C@@H](CN(C1)CCOC)NC(=O)NC1=C(C(=NN1C1=CC=CC=C1)C=1C=NN(C1)C)C